C(C)C1=CC=C(C=C1)\C=N\N1C=NN=C1 (E)-1-(4-Ethylphenyl)-N-(4H-1,2,4-triazol-4-yl)methanimine